2-Hydroxy-6-methoxy-6-oxohexan OC(C)CCCC(=O)OC